8-cyclooctyloxy-tetracyclo[4.4.0.12,5.17,10]-3-dodecene C1(CCCCCCC1)OC1C2C3C4C=CC(C3C(C1)C2)C4